pyrimidinediimine N1C(NC(C=C1)=N)=N